5-((1-(1-Cyclopropyl-1H-pyrazol-4-yl)-1H-indazol-6-yl)amino)-5,6,7,8-tetrahydronaphthalene-2-carbonitrile C1(CC1)N1N=CC(=C1)N1N=CC2=CC=C(C=C12)NC1C=2C=CC(=CC2CCC1)C#N